17β-hydroxy-4-androsten-3-one 17-enanthate CCCCCCC(=O)O[C@H]1CCC2[C@@]1(CCC3C2CCC4=CC(=O)CC[C@]34C)C